N-(5-bromoquinazolin-2-yl)pivalamide BrC1=C2C=NC(=NC2=CC=C1)NC(C(C)(C)C)=O